1-cyclobutyl-N-((2-((4-(6-(pyrrolidin-1-yl)-1H-indazol-4-yl)-1H-1,2,3-Triazol-1-yl)methyl)imidazo[1,2-a]pyridin-6-yl)methyl)methanamine hydrochloride Cl.C1(CCC1)CNCC=1C=CC=2N(C1)C=C(N2)CN2N=NC(=C2)C2=C1C=NNC1=CC(=C2)N2CCCC2